5-[di(adamantan-1-yl)phosphino]-1',3',5'-triphenyl-1'H-1,4'-bipyrazole C12(CC3CC(CC(C1)C3)C2)P(C2=CC=NN2C=2C(=NN(C2C2=CC=CC=C2)C2=CC=CC=C2)C2=CC=CC=C2)C23CC1CC(CC(C2)C1)C3